5-(4-((4-(3-amino-4-nitrophenyl)piperazin-1-yl)methyl)-4-fluoropiperidin-1-yl)-2-(2,6-dioxopiperidin-3-yl)isoindoline-1,3-dione NC=1C=C(C=CC1[N+](=O)[O-])N1CCN(CC1)CC1(CCN(CC1)C=1C=C2C(N(C(C2=CC1)=O)C1C(NC(CC1)=O)=O)=O)F